tert-butyl 3-hydroxy-4-(5H-imidazo[5,1-a]isoindol-5-yl)piperidine-1-carboxylate OC1CN(CCC1C1N2C(C3=CC=CC=C13)=CN=C2)C(=O)OC(C)(C)C